C(C)(C)(C)OC(=O)N1[C@@H]2CN[C@H](C1)C2.C2(=CC=CC=1C3=CC=CC=C3C=CC21)[Si](O)(O)O phenanthryl-trihydroxysilane tert-butyl-(1S,4S)-2,5-diazabicyclo[2.2.1]heptane-2-carboxylate